NC1=NC=2C=C(C(=CC2C2=C1C=NN2C)C(=O)N(N2CCC=1C2=NC=C(C1)C(F)(F)F)C)F 4-amino-7-fluoro-N,1-dimethyl-N-(5-(trifluoromethyl)-2,3-dihydro-1H-pyrrolo[2,3-b]pyridin-1-yl)-1H-pyrazolo[4,3-c]quinoline-8-carboxamide